NC1=NC=C2C=C(N=C(C2=C1)NC(C)C)[C@@]1(C(=O)OCC)CC=CC=C1 ethyl (R)-1-(7-amino-1-(isopropylamino)-2,6-naphthyridin-3-yl)benzoate